FC(C1=CC=C(C=C1)N1C=2N(CC(C1)C(C)(C)O)N=CC2)(F)F 2-(4-(4-(trifluoromethyl)phenyl)-4,5,6,7-tetrahydropyrazolo[1,5-a]pyrimidin-6-yl)propan-2-ol